(6S)-1-methyl-8-(3-pyrimidin-4-yl-1H-pyrrolo[2,3-b]pyridin-4-yl)-1,8-diazaspiro[5.5]undecane CN1CCCC[C@]12CN(CCC2)C2=C1C(=NC=C2)NC=C1C1=NC=NC=C1